CC1=CC=C(C(=O)NCC[C@@]23C[C@](C[C@H]2[C@@H]2CC=C4C[C@H](CC[C@]4(C)[C@H]2CC3)O)(O)CC=C)C=C1 (4-methylbenzamidomethyl)-16alpha-allyl-16beta-hydroxy-androsta-5-en-3beta-ol